trans-6-(2-([2,2'-Bipyrimidin]-5-yl)cyclopropyl)-4-fluoro-1-(3-methoxypropyl)-1H-indazole N1=C(N=CC(=C1)[C@H]1[C@@H](C1)C1=CC(=C2C=NN(C2=C1)CCCOC)F)C1=NC=CC=N1